[N+](=O)([O-])C1=CC=C(C=C1)N1C[C@@H]2C([C@@H]2C1)CN1CCC(CC1)NC(OCC1=CC=CC=C1)=O benzyl (1-(((1R,5S,6s)-3-(4-nitrophenyl)-3-azabicyclo[3.1.0]hexan-6-yl)methyl)piperidin-4-yl)carbamate